C(#N)CCOPN(C(C)C)C(C)C 2-cyanoethoxy-(diisopropylamino)-phosphane